N1N=CC(=C1)CCNC1=NC(=NC(=C1C)C)C(=O)NC(C)C=1OC=CN1 4-((2-(1H-pyrazol-4-yl)ethyl)amino)-5,6-dimethyl-N-(1-(oxazol-2-yl)ethyl)pyrimidine-2-carboxamide